di-(bromomethyl)-pyridine BrCC=1C(=NC=CC1)CBr